CC1=[N+](ON=C1[N+](=O)[O-])[O-] 3-methyl-4-nitro-1,2,5-oxadiazole-oxide